3-butylheptyl 8-((3-(1-methylcyclopropane-1-carboxamido)propyl)(8-oxo-8-((3-pentyloctyl)oxy)octyl)amino)octanoate CC1(CC1)C(=O)NCCCN(CCCCCCCC(=O)OCCC(CCCC)CCCC)CCCCCCCC(OCCC(CCCCC)CCCCC)=O